2-((1S,2R)-2-(3-(5-cyclopropyl-4,7-difluoro-3,3-dimethyl-2-oxoindolin-1-yl)-2-oxopyrazin-1(2H)-yl)cyclopentyl)acetic acid C1(CC1)C=1C(=C2C(C(N(C2=C(C1)F)C=1C(N(C=CN1)[C@H]1[C@@H](CCC1)CC(=O)O)=O)=O)(C)C)F